C1(=CC=C(C=C1)CNC1=C2N=CN(C2=NC(=N1)N1[C@H](CNCC1)CCO)C(C)C)C1=CC=CC=C1 (S)-2-(1-(6-(([1,1'-biphenyl]-4-ylmethyl)amino)-9-isopropyl-9H-purin-2-yl)piperazine-2-yl)ethan-1-ol